6-(2,6-dichlorophenyl)-8-methyl-2-((6-(2-(1-oxidothiomorpholino)ethoxy)pyridin-3-yl)amino)pyrido[2,3-d]pyrimidin-7(8H)-one ClC1=C(C(=CC=C1)Cl)C1=CC2=C(N=C(N=C2)NC=2C=NC(=CC2)OCCN2CCS(CC2)=O)N(C1=O)C